NC1=NC=C(C=C1O[C@H](C)C=1C=C(C=CC1)NC(=O)C1=CC=C2CC(N(C2=C1)C)=O)Cl (R)-N-(3-(1-((2-amino-5-chloropyridin-3-yl)oxy)ethyl)-phenyl)-1-methyl-2-oxoindoline-6-carboxamide